C1(C=CC(N1C1=C(C(=C(C(=C1O)N1C(C=CC1=O)=O)N1C(C=CC1=O)=O)C(C)(C)C1=CC=C(C=C1)O)N1C(C=CC1=O)=O)=O)=O tetramaleimidobisphenol A